P(=O)(O)(O)O.C=1(C(=CC=CC1)C)C.C=1(C(=CC=CC1)C)C.C=1(C(=CC=CC1)C)C tri(xylene) phosphate